Triazidosilane N(=[N+]=[N-])[SiH](N=[N+]=[N-])N=[N+]=[N-]